2-(trans-4-(((trans-4-(3-Cyano-4-methoxyphenyl)cyclohexyl)methyl)(3-(2-isopropyloxazol-4-yl)phenyl)carbamoyl)cyclohexyl)acetic acid C(#N)C=1C=C(C=CC1OC)[C@@H]1CC[C@H](CC1)CN(C(=O)[C@@H]1CC[C@H](CC1)CC(=O)O)C1=CC(=CC=C1)C=1N=C(OC1)C(C)C